C(#N)[C@H](C[C@H]1C(NCCC1)=O)NC([C@H](CC1CC1)NC([C@H](CC1=CC=C(C=C1)F)NC(=O)C1=NC=CN=C1)=O)=O N-[(1S)-2-[[(1S)-2-[[(1S)-1-cyano-2-[(3S)-2-oxo-3-piperidyl]ethyl]amino]-1-(cyclopropylmethyl)-2-oxo-ethyl]amino]-1-[(4-fluorophenyl)methyl]-2-oxo-ethyl]pyrazine-2-carboxamide